CN1N=C(C2=CC=CC(=C12)N[C@@H]1[C@@H](CC2(CNC2)CC1)C)C1C(NC(CC1)=O)=O 3-(1-methyl-7-(((6r,7s)-6-methyl-2-azaspiro[3.5]non-7-yl)amino)-1H-indazol-3-yl)piperidine-2,6-dione